4-[4-(cyclopropylamino)-1-piperidyl]-2-methyl-N-[6-methyl-8-(tetrahydrofuran-3-ylmethyl)imidazo[1,2-a]pyrazin-2-yl]indazole-7-carboxamide 2,2,2-trifluoroacetate FC(C(=O)O)(F)F.C1(CC1)NC1CCN(CC1)C=1C2=CN(N=C2C(=CC1)C(=O)NC=1N=C2N(C=C(N=C2CC2COCC2)C)C1)C